ClC1=C(C=NNC1=O)NC[C@H]1C(OCCC1)F 5-chloro-4-[[(3S)-fluorotetrahydropyran-3-yl]methylamino]-1H-pyridazin-6-one